CC1=C(C=C(C=C1)NC(C1=NC=CC(=C1)[C@@H](C(F)(F)F)O)=O)C=1C=NC2=CC(=NC=C2C1)NC (S)-N-(4-methyl-3-(7-(methylamino)-1,6-naphthyridin-3-yl)phenyl)-4-(2,2,2-trifluoro-1-hydroxyethyl)picolinamide